bis(3-(methylamino)propyl)-trimethoxysilane CNCCCC(O[SiH](OC)OC)CCCNC